tert-butyl (3-(4-formylbenzyl)phenyl)carbamate C(=O)C1=CC=C(CC=2C=C(C=CC2)NC(OC(C)(C)C)=O)C=C1